BrC=1C=C2C=C(C(=NC2=CC1F)C)Cl 6-bromo-3-chloro-7-fluoro-2-methylquinoline